aminoethylphosphonic acid NCCP(O)(O)=O